C(C)N(CC)CC=1C=C(N)C=CC1 3-((Diethylamino)methyl)aniline